1-(((3S)-1-((3-cyano-1-azetidinyl)sulfonyl)-3-piperidinyl)carbonyl)-N-((1S)-1-(4-methoxyphenyl)propyl)-D-prolinamide C(#N)C1CN(C1)S(=O)(=O)N1C[C@H](CCC1)C(=O)N1[C@H](CCC1)C(=O)N[C@@H](CC)C1=CC=C(C=C1)OC